4-(1-(3,5-difluoropyridin-2-yl)ethoxy)-3'-fluoro-6''-(2-hydroxypropan-2-yl)-3,5',6-trimethyl-2H-[1,4':2',2''-terpyridin]-2-one FC=1C(=NC=C(C1)F)C(C)OC1=C(C(N(C(=C1)C)C1=C(C(=NC=C1C)C1=NC(=CC=C1)C(C)(C)O)F)=O)C